CC1=CC(OC2=CC(=CC=C12)OCCCC(=O)O)=O 4-((4-methyl-2-oxo-2H-chromen-7-yl)oxy)butyric acid